6-chloro-1-methyl-8-(methylthio)-1,3-dihydro-10H-furo[3,4-d]pyrimido[1,6-a]pyrimidin-10-one ClC=1N=C(N2C(=NC3=C(C2=O)C(OC3)C)C1)SC